tert-butyl(4-(ethoxy(methyl)phosphoryl)-5-iodothiazol-2-yl)(methyl)carbamate C(C)(C)(C)OC(N(C)C=1SC(=C(N1)P(=O)(C)OCC)I)=O